2-(2-methoxyethyl)-4-(1-(methylamino)ethyl)isoquinolin-1(2H)-one COCCN1C(C2=CC=CC=C2C(=C1)C(C)NC)=O